OCC(=O)N(C)C1CNCC1 3-(2-hydroxy-N-methylacetamido)pyrrolidin